[Pd](Cl)(Cl)(Cl)Cl.C1(=CC=CC=C1)P(C1=CC=CC=C1)C1=CC=CC=C1.C1(=CC=CC=C1)P(C1=CC=CC=C1)C1=CC=CC=C1 bis(triphenylphosphine) palladium (IV) chloride